1-(isocyanomethylsulfonyl)-4-methylbenzene [N+](#[C-])CS(=O)(=O)C1=CC=C(C=C1)C